FC(C(=O)N1CC2=CC=C(C=C2CC1)C(=O)OC)(F)F methyl 2-(2,2,2-trifluoroacetyl)-1,2,3,4-tetrahydroisoquinoline-6-carboxylate